4-((5-([1,2,4]triazolo[1,5-a]pyridin-7-yl)-2-methoxyphenyl)amino)-7-methoxyquinazoline N=1C=NN2C1C=C(C=C2)C=2C=CC(=C(C2)NC2=NC=NC1=CC(=CC=C21)OC)OC